C(CC)OCC1C2C=CC(C1)C2 5-(n-propoxymethyl)-bicyclo[2.2.1]Hept-2-ene